BrC1=C(C=C(C=C1)C(C)=O)C 1-(4-bromo-3-methyl-phenyl)-ethanone